(2S)-2-amino-3-{5-oxo-4H,6H,7H-[1,2,4]triazolo[1,5-a]pyrimidin-6-yl}propanamide hydrochloride Cl.N[C@H](C(=O)N)CC1C(NC=2N(C1)N=CN2)=O